O-ACETYL-HOMOSERIN C(C)(=O)OCC[C@H](N)C(=O)O